2-methoxy-3-pyrimidin-2-yl-aniline COC1=C(N)C=CC=C1C1=NC=CC=N1